oxo-2,3-dihydrobenzo[d]oxazole O=C1OC2=C(N1)C=CC=C2